4-(((1-((2-methoxynaphthalen-1-yl)methyl)naphthalen-2-yl)oxy)methyl)piperidine COC1=C(C2=CC=CC=C2C=C1)CC1=C(C=CC2=CC=CC=C12)OCC1CCNCC1